C(C)C1CC2C(NC(N2)=O)CO1 6-ethylhexahydropyrano[3,4-d]Imidazole-2(3H)-on